1-(1-(2-(1,3-Dioxan-2-yl)ethyl)-1H-indol-2-yl)-9-methyl-2,3-dihydro-1H-pyrrolo[1,2-a]indole O1C(OCCC1)CCN1C(=CC2=CC=CC=C12)C1CCN2C1=C(C=1C=CC=CC21)C